2-N-butyryl-1,3-O-dibenzyl-4,6-O-diisobutyryl-D-glucosamine C(CCC)(=O)N[C@H]1C(O)(O[C@@H]([C@]([C@@H]1OCC1=CC=CC=C1)(O)C(C(C)C)=O)COC(C(C)C)=O)CC1=CC=CC=C1